Rel-(1's,3S,16'R,19's)-4',6'-difluoro-8',18'-dioxa-12'-azaspiro[morpholine-3,15'-tetracyclo[17.2.2.02,7.012,16]tricosane] FC1CC2C3CCC(OC[C@H]4[C@]5(CCN4CCCOC2C(C1)F)NCCOC5)CC3 |o1:10,11|